ClC1=CN(C2=NC=CC(=C21)OC2=C(C=C(C=C2F)NC(=S)NCC(CNC(OC(C)(C)C)=O)(F)F)F)COCC[Si](C)(C)C tert-butyl {3-[({4-[(3-chloro-1-{[2-(trimethylsilyl)ethoxy]methyl}-1H-pyrrolo[2,3-b]pyridin-4-yl)oxy]-3,5-difluorophenyl}carbamothioyl)amino]-2,2-difluoropropyl}carbamate